C(C)(C)(C)OC(=O)C1(CC(C2=CC(=CC=C2C1)Cl)CC(=O)O)C(=O)OC(C)(C)C 2-(3,3-bis(tert-butoxycarbonyl)-7-chloro-1,2,3,4-tetrahydronaphthalen-1-yl)acetic acid